8-hydroxy-5-[(1RS,2SR)-1-hydroxy-2-[(1-methylethyl)amino]butyl]quinolin-2(1H)-one hydrochloride hemihydrate O.Cl.OC=1C=CC(=C2C=CC(NC12)=O)[C@H]([C@H](CC)NC(C)C)O.OC=1C=CC(=C2C=CC(NC12)=O)[C@H]([C@H](CC)NC(C)C)O.Cl |r|